bromo-1,4-dimethyl-1,4-disilacyclohexane Br[Si]1(CC[SiH](CC1)C)C